(-)-1-(4-acetylphenyl)-3-[(3S*,4R*)-4-(2,6-difluoro-4-methoxyphenyl)-2-oxopyrrolidin-3-yl]urea C(C)(=O)C1=CC=C(C=C1)NC(=O)N[C@@H]1C(NC[C@H]1C1=C(C=C(C=C1F)OC)F)=O |o1:13,17|